ditert-butyl-(1-naphthalen-1-yl-naphthalen-2-yl)phosphane C(C)(C)(C)P(C1=C(C2=CC=CC=C2C=C1)C1=CC=CC2=CC=CC=C12)C(C)(C)C